(2,4-difluorophenyl)pyridin FC1=C(C=CC(=C1)F)C1=NC=CC=C1